ClC1=CC=C(C=C1)C1=NC2=C(C=CC=N2)N1 2-(4-chlorophenyl)-imidazopyridine